1-methyl-3-(2-oxopyrrolidin-1-yl)azepan-2-one CN1C(C(CCCC1)N1C(CCC1)=O)=O